5-chloro-4-(trifluoromethyl)pyridin-2-amine hydrochloride Cl.ClC=1C(=CC(=NC1)N)C(F)(F)F